FC1(CCN(CC1)C(=O)C1=C(C=C(C#N)C=C1)C1=NN(C=C1)C(C)C)F 4-(4,4-difluoropiperidine-1-carbonyl)-3-(1-propan-2-ylpyrazol-3-yl)benzonitrile